FC(CN1CCN(CC1)C1=CC2=C(C[C@@](O2)(C)CO)C=C1NC(=O)C=1C=NN2C1N=CC(=C2)NC)F (S)-N-(6-(4-(2,2-difluoroethyl)piperazin-1-yl)-2-(hydroxymethyl)-2-methyl-2,3-dihydro-benzofuran-5-yl)-6-(methylamino)pyrazolo[1,5-a]pyrimidine-3-carboxamide